4,6-bis(4-fluorophenyl)quinolin FC1=CC=C(C=C1)C1=CC=NC2=CC=C(C=C12)C1=CC=C(C=C1)F